FC1=C(C=C(C=C1)NC(=O)C=1C=C(N2CCCCC12)C(C(=O)NC1(COC1)C)=O)C N-(4-fluoro-3-methylphenyl)-3-(2-((3-methyloxetan-3-yl)amino)-2-oxoacetyl)-5,6,7,8-tetrahydroindolizine-1-carboxamide